S1C=C(C2=C1C=CC=C2)C[C@H](N)C(=O)O β-(3-benzothienyl)-L-alanine